(2S,3S,4S)-4-fluoro-3-methoxy-1-((4-phenoxybutanoyl)glycyl)pyrrolidine-2-carboxylic acid F[C@@H]1[C@H]([C@H](N(C1)C(CNC(CCCOC1=CC=CC=C1)=O)=O)C(=O)O)OC